tert-Butyl 4-[4-[5-[(1R)-1-(2-chloro-4-fluoro-phenyl)ethoxy]-3-cyano-imidazo[1,2-a]pyridin-7-yl]-5-methyl-triazol-1-yl]piperidine-1-carboxylate ClC1=C(C=CC(=C1)F)[C@@H](C)OC1=CC(=CC=2N1C(=CN2)C#N)C=2N=NN(C2C)C2CCN(CC2)C(=O)OC(C)(C)C